N-(2-chloro-4-nitro-phenyl)-2-hydroxy-6-isopropyl-3-methyl-benzamide ClC1=C(C=CC(=C1)[N+](=O)[O-])NC(C1=C(C(=CC=C1C(C)C)C)O)=O